{1-{1-[4-(dimethylamino)-2,3,5,6-tetrafluorobenzoyl]piperidin-4-yl}-3-[4-(7H-pyrrolo[2,3-d]pyrimidin-4-yl)-1H-pyrazol-1-yl]azetidin-3-yl}acetonitrile CN(C1=C(C(=C(C(=O)N2CCC(CC2)N2CC(C2)(N2N=CC(=C2)C=2C3=C(N=CN2)NC=C3)CC#N)C(=C1F)F)F)F)C